C(C=C)C=1N=CC(=NC1)C(C(=O)NCC1=CC(=C(C(=C1)Cl)C1C(NC(CC1)=O)=O)Cl)(C)C 2-(5-allylpyrazin-2-yl)-N-(3,5-dichloro-4-(2,6-dioxopiperidin-3-yl)benzyl)-2-methylpropanamide